tert-butyl (2R,3S)-2-(((tert-butyldimethylsilyl) oxy) methyl)-3-hydroxyazetidine-1-carboxylate [Si](C)(C)(C(C)(C)C)OC[C@H]1N(C[C@@H]1O)C(=O)OC(C)(C)C